FC1=C(C=CC(=C1C(=O)C1=CNC2=NC=C(C=C21)C2=NC=CN=C2)F)NS(=O)(=O)CCC N-(2,4-difluoro-3-(5-(pyrazin-2-yl)-1H-pyrrolo[2,3-b]pyridine-3-carbonyl)phenyl)propane-1-sulfonamide